FC1(C(N=C(C=2C=CSC12)C=1C=NC2=C(C=CC=C2C1)F)(C)C)F 7,7-difluoro-4-(8-fluoro-3-quinolinyl)-6,6-dimethyl-6,7-dihydro-1-thia-5-azaindene